(1S,2R,SR)-3-(2-(2-Amino-3-chloroquinolin-7-yl)ethyl)-5-(8H-imidazo[1,2-a]pyrrolo[2,3-d]pyrimidin-8-yl)cyclopent-3-ene-1,2-diol NC1=NC2=CC(=CC=C2C=C1Cl)CCC=1[C@H]([C@H]([C@H](C1)N1C=CC=2C1=NC=1N(C2)C=CN1)O)O |&1:17|